4-chloro-2-(1,3-dimethyl-1H-pyrazol-4-yl)-1-p-toluenesulfonyl-1H-pyrrole ClC=1C=C(N(C1)S(=O)(=O)C1=CC=C(C)C=C1)C=1C(=NN(C1)C)C